N-(4-(1-(3,4-dimethoxybenzoyl)-3-methyl-1,2,3,6-tetrahydropyridin-4-yl)-1H-pyrrolo[2,3-b]pyridin-6-yl)cyclopropylcarboxamide COC=1C=C(C(=O)N2CC(C(=CC2)C2=C3C(=NC(=C2)NC(=O)C2CC2)NC=C3)C)C=CC1OC